acryloyloxypropyl-methylhydroxysilane C(C=C)(=O)OCCC[SiH](O)C